O(C1=CC=CC=C1)C=1C=C(C=CC1)NC1=NN2C(C=CC=C2OC=2C=C(C=CC2)NC(C=C)=O)=N1 N-(3-(2-(3-phenoxyphenylamino)-[1,2,4]triazolo[1,5-a]pyridin-5-yloxy)phenyl)acrylamide